4-{[3-bromo-2-(trifluoromethyl)phenyl]methoxy}-3-methoxybenzaldehyde BrC=1C(=C(C=CC1)COC1=C(C=C(C=O)C=C1)OC)C(F)(F)F